(4-(tert-butoxycarbonyl)piperazine-1-carbonyl)-N-methyl-L-valine C(C)(C)(C)OC(=O)N1CCN(CC1)C(=O)N([C@@H](C(C)C)C(=O)O)C